N-(7-chloro-2,3-dihydro-1H-inden-4-yl)acrylamide ClC=1C=CC(=C2CCCC12)NC(C=C)=O